P(=O)([O-])([O-])[O-].[Sb+3].[Sb+3].P(=O)([O-])([O-])[O-] diantimony phosphate